O=C1NC(CCC1N1C(C2=CC=C(C=C2C1=O)N1CCC(CC1)CN1CCC(CC1)(F)CCN1[C@H](CN(CC1)C(=O)OCC1=CC=CC=C1)C)=O)=O benzyl (3S)-4-[2-[1-[[1-[2-(2,6-dioxo-3-piperidyl)-1,3-dioxo-isoindolin-5-yl]-4-piperidyl]methyl]-4-fluoro-4-piperidyl]ethyl]-3-methyl-piperazine-1-carboxylate